FC(SC1=C(C=CC=C1)O)(F)F 2-((trifluoromethyl)thio)phenol